ClC=1C(=CC(=NC1C)C)N 5-chloro-2,6-dimethylpyridine-4-amine